ClC1=CC=C(C=C1)CCCCCS(=O)(=O)N 5-(4-chlorophenyl)pentane-1-sulfonamide